C=1CCC2=CC(C=CC12)=C1C=C2CCC=C2C=C1 2H,2'H,3H,3'H-[5,5'-biindene]